ClC=1C=CC(=C(C1)NC(C1=C(C=CC(=C1)C=1OC(=NN1)C=1OC=CC1)F)=O)OC N-(5-chloro-2-methoxyphenyl)-2-fluoro-5-(5-(furan-2-yl)-1,3,4-oxadiazol-2-yl)benzamide